ClC1=CC(=C(COC2=NC(=NC=C2F)N2CCN(CC2)CC2=NC3=C(N2C[C@H]2OCC2)C=C(C=C3)C(=O)O)C=C1)F (S)-2-((4-(4-(4-chloro-2-fluorobenzyloxy)-5-fluoropyrimidin-2-yl)piperazin-1-yl)methyl)-1-(oxetan-2-ylmethyl)-1H-benzo[d]imidazole-6-carboxylic acid